S1C(=CC2=C1C=CC=C2)C(C(=CC)C)=O 1-(1-benzothien-2-yl)-2-methyl-2-buten-1-one